2-bromo-5-(tert-butyl)-N1,N1-bis(4-(tert-butyl)phenyl)-N3,N3-di(naphthalen-2-yl)benzene-1,3-diamine BrC1=C(C=C(C=C1N(C1=CC2=CC=CC=C2C=C1)C1=CC2=CC=CC=C2C=C1)C(C)(C)C)N(C1=CC=C(C=C1)C(C)(C)C)C1=CC=C(C=C1)C(C)(C)C